C(C)(=O)OC=CC=CCCCCCCCCCCCC 1-hexadecadien-1-yl acetate